N1(N=CC=C1)CCC(=O)N1C[C@@H](CCC1)C=1C=C(C2=C(C=C(O2)C(N(C)C)=O)C1F)C1=CC=C(C=C1)N1CCN(CC1)C(=O)OC(C)(C)C tert-butyl (S)-4-(4-(5-(1-(3-(1H-pyrazol-1-yl)propanoyl)piperidin-3-yl)-2-(dimethylcarbamoyl)-4-fluorobenzofuran-7-yl)phenyl)piperazine-1-carboxylate